N[C@H]1[C@@H](COC1)OC1=CC=C(C=C1)C1=CC=C(C=C1)C#C[C@@H](CO)N1C(=NC=C1)[C@H](C)O (S)-4-(4'-(((trans)-4-aminotetrahydrofuran-3-yl)oxy)-[1,1'-biphenyl]-4-yl)-2-(2-((S)-1-hydroxyethyl)-1H-imidazol-1-yl)but-3-yn-1-ol